3-((2,5-difluorobenzyl)amino)-6-fluoro-5-(1-(2-fluorophenyl)ethyl)-4H-benzo[e][1,2,4]thiadiazine 1,1-dioxide FC1=C(CNC2=NS(C3=C(N2)C(=C(C=C3)F)C(C)C3=C(C=CC=C3)F)(=O)=O)C=C(C=C1)F